BrC1=C(C=CC=C1F)NC(=S)C1=C(CCN(C1=O)C(=O)OC(C)(C)C)O tert-butyl 5-[(2-bromo-3-fluorophenyl)carbamothioyl]-4-hydroxy-6-oxo-3,6-dihydropyridine-1(2H)-carboxylate